tert-butyl (4-fluoroisochroman-1-yl)methyl(methyl)carbamate FC1COC(C2=CC=CC=C12)CN(C(OC(C)(C)C)=O)C